Phenylferrocenecarboxamide [CH-]1C=CC=C1.C1=CC=C(C=C1)C\2=CC=C/C2=C(\N)/O.[Fe]